N-(4-((3-(3-(dimethylphosphoryl)-1,2,4-thiadiazol-5-yl)-2-methoxyphenyl)amino)-5-propionylpyridin-2-yl)cyclopropanecarboxamide CP(=O)(C)C1=NSC(=N1)C=1C(=C(C=CC1)NC1=CC(=NC=C1C(CC)=O)NC(=O)C1CC1)OC